4-nitrophenyl (trans-(1SR,2SR)-1-(pyridin-2-yldisulfanyl)-1,2,3,4-tetrahydronaphthalen-2-yl) carbonate C(OC1=CC=C(C=C1)[N+](=O)[O-])(O[C@@H]1[C@H](C2=CC=CC=C2CC1)SSC1=NC=CC=C1)=O |r|